Tert-Butyl Methyl(2-methyl-1-oxo-1-(2-(2-((4-(trifluoromethyl)phenyl)amino)benzoyl)hydrazinyl)propan-2-yl)carbamate CN(C(OC(C)(C)C)=O)C(C(NNC(C1=C(C=CC=C1)NC1=CC=C(C=C1)C(F)(F)F)=O)=O)(C)C